BrC1=CC(=NC=C1)C1(CN(C1)C(=O)OC(C)(C)C)OC tert-butyl 3-(4-bromo-2-pyridyl)-3-methoxy-azetidine-1-carboxylate